Ethyl (1-(4-methyl-5-((2-((((2-methyl-2H-tetrazol-5-yl) methyl) thio) methyl)-6-(trifluoromethyl) nicotinoyl) imino)-4,5-dihydro-1H-tetrazol-1-yl) ethyl) carbonate C(OCC)(OC(C)N1N=NN(C1=NC(C1=C(N=C(C=C1)C(F)(F)F)CSCC=1N=NN(N1)C)=O)C)=O